C1(=CC=CC=C1)[C@@H](CC=1SC=CN1)C [(2R)-2-phenylpropyl]-1,3-thiazole